CC1=NC(=CC=C1O[C@@H]1C[C@H](CCC1)C(=O)O)C=1N=NN(C1CNC1=NC=CC(=N1)OCCC)C (1S,3S)-3-((2-methyl-6-(1-methyl-5-(((4-propoxypyrimidin-2-yl)amino)methyl)-1H-1,2,3-triazol-4-yl)pyridin-3-yl)oxy)cyclohexane-1-carboxylic acid